CN1C(C(=C(C=C1C)[O-])NC(N[C@@H](CC(=O)[O-])C=1C=C(C(=CC1)C)C1=CC(=CC=C1)OC)=O)=O.[Na+].[Na+] Natrium (S)-3-(3-(1,6-Dimethyl-4-oxido-2-oxo-1,2-dihydropyridin-3-yl)ureido)-3-(3'-methoxy-6-methylbiphenyl-3-yl)propanoat